BrC1=C(C=C(C=C1)S(=O)(=O)N1[C@@H](CCC1)CO)C (S)-(1-((4-bromo-3-methylphenyl)sulfonyl)pyrrolidin-2-yl)methanol